ClCC(=O)N[C@@H](CCCCN)C(=O)O (2-Chloro-Acetyl)-Lysin